2-(bromomethyl)glutaronitrile BrCC(C#N)CCC#N